Cl.CC1=C(C(=O)NC2=NC=CC=C2)C=CC=C1 2-methyl-N-(pyridin-2-yl)benzamide hydrochloride